Tert-butyl 3-{[5-amino-6-(dibenzylamino)pyrimidin-4-yl]amino}azetidine-1-carboxylate NC=1C(=NC=NC1N(CC1=CC=CC=C1)CC1=CC=CC=C1)NC1CN(C1)C(=O)OC(C)(C)C